CC1(CC(CO1)NC=1N=NC(=C2C1C=NC=C2)C2=CC=C(C=C2C)O)C 4-((5,5-dimethyltetrahydrofuran-3-ylamino)pyrido[3,4-d]pyridazin-1-yl)-5-methylphenol